trans-2-(6-bromopyridin-2-yl)cyclopropane-1-carboxylic acid BrC1=CC=CC(=N1)[C@H]1[C@@H](C1)C(=O)O